3-[(2S)-pyrrolidin-2-ylmethyl]urea N1[C@@H](CCC1)CNC(N)=O